N-(3-chloro-5-(methylsulfonamido)phenyl)-1-(3-(pyridin-4-ylmethoxy)pyridin-2-yl)-1H-pyrazole-4-carboxamide ClC=1C=C(C=C(C1)NS(=O)(=O)C)NC(=O)C=1C=NN(C1)C1=NC=CC=C1OCC1=CC=NC=C1